FC=1C=C(C=CC1CN1CCN(CC1)C1=CC=C(C=C1)[C@@H]1[C@@H](COC2=CC(=CC=C12)O)C1=CC=CC=C1)N1C(NC(CC1)=O)=O 1-(3-Fluoro-4-((4-(4-((3R,4S)-7-hydroxy-3-phenylchroman-4-yl)phenyl)piperazin-1-yl)methyl)phenyl)dihydropyrimidine-2,4(1H,3H)-dione